(R)-N-(3-bromo-2-chlorophenyl)-7-(2-hydroxypropyl)-5,6,7,8-tetrahydro-2,7-naphthyridine-3-carboxamide BrC=1C(=C(C=CC1)NC(=O)C=1N=CC=2CN(CCC2C1)C[C@@H](C)O)Cl